COC(=O)[C@@H]1[C@H]([C@H]([C@@H](C1)NC(=O)OC(C)(C)C)[C@H](C(CC)CC)NC(C)=O)O (1S,2S,3R,4R)-3-[(1S)-1-acetamido-2-ethylbutyl]-4-[[(1,1-dimethylethoxy)carbonyl]amino]-2-hydroxycyclopentane-1-carboxylic acid methyl ester